[Br-].[Br-].C(C)C1(C(=C(C(=C1C)C)C)C)[Zr+2]C1C(=CC2=CC=CC=C12)CCC (1-ethyl-2,3,4,5-tetramethylcyclopentadienyl)(2-propylindenyl)zirconium dibromide